1,3,5-trimercapto-methylbenzene SC1=C(C(=CC(=C1)S)S)C